CN(C)C=NC1SSC(N1)=S 3-[(N,N-dimethylaminomethylidene)amino]-3H-1,2,4-dithiazole-5-thione